4-bromo-1,1,1-trifluorobutane BrCCCC(F)(F)F